NC1=C(C=C(C=N1)C=1C=NN(C1)C1CCC(CC1)CN1CCC(CC1)C=1C=C2CN(CC2=CC1)C1C(NC(CC1)=O)=O)O[C@H](C)C1=C(C(=CC=C1Cl)F)Cl 5-(1-((4-(4-(6-amino-5-((R)-1-(2,6-dichloro-3-fluorophenyl)ethoxy)pyridin-3-yl)-1H-pyrazol-1-yl)cyclohexyl)methyl)piperidin-4-yl)-2-(2,6-dioxopiperidin-3-yl)isoindoline